5-chloro-3-(3-hydroxypropyl)quinazolin-4(3H)-one ClC1=C2C(N(C=NC2=CC=C1)CCCO)=O